FC(C1CCNCC1)(F)F 4-(trifluoromethyl)piperidine